methyl-7-nitro-2-quinolinecarboxamide CC=1C(=NC2=CC(=CC=C2C1)[N+](=O)[O-])C(=O)N